N-(p-tolyl)-4,5-dihydro-1H-imidazole C1(=CC=C(C=C1)N1C=NCC1)C